C(CCC)NC=1C2=C(N=C(N1)NC(OC)=O)C=NN2CC2=C(C=C(C=C2)C(N(C)OC)=O)OC methyl (7-(butylamino)-1-(2-methoxy-4-(methoxy(methyl)carbamoyl)-benzyl)-1H-pyrazolo[4,3-d]pyrimidin-5-yl)carbamate